C(C1=CC=CC=C1)OCCCN1N=C(C=C1C=1N=CN(C1)CC)C 1-[3-(benzyloxy)propyl]-5-(1-ethyl-1H-imidazol-4-yl)-3-methyl-1H-pyrazole